ClC1=CC=C(C=C1)C(C[TeH])C 1-chloro-4-(1-methylhydrotelluro-ethyl)benzene